4-(3,4-difluorophenyl)-5H-[1,2,3]oxathiazole 2,2-dioxide FC=1C=C(C=CC1F)C1=NS(OC1)(=O)=O